OCCN1N=CC(=C1)CN(CCC(=O)OC(CCCCCC)CCCCCCCC)CCC(=O)OC(CCCCCC)CCCCCCCC di(pentadecan-7-yl) 3,3'-(((1-(2-hydroxyethyl)-1H-pyrazol-4-yl)methyl)azanediyl)dipropionate